FC(C(=O)C1CCN(CC1)C1=CC(=C2CNC(C2=C1)=O)C1=CC=C(C=C1)OC1=CC=CC=C1)=C 6-(4-(2-fluoropropenoyl)piperidin-1-yl)-4-(4-phenoxyphenyl)isoindolin-1-one